FC1=C(C=C(C=C1)F)C(C)NC(=O)C1=CN=C(S1)N1CCC(CC1)N1C[C@@H](CCC1)C N-[1-(2,5-difluorophenyl)ethyl]-2-[(3R)-3-methyl[1,4'-bipiperidin]-1'-yl]-1,3-thiazole-5-carboxamide